4-(1,2-dihydroxyethyl)-1,2-benzenediol OC(CO)C=1C=C(C(=CC1)O)O